C(C)C1=C(C=CC=C1N1C(CCC1)=O)CCO 2-ethyl-3-(2-oxopyrrolidin-1-yl)benzene-1-ethanol